5-formyl-2-hydroxyphenylboronic acid C(=O)C=1C=CC(=C(C1)B(O)O)O